(Z)-5-((3-(3,5-bis(trifluoromethyl)phenyl)-1H-1,2,4-triazol-1-yl)methylene)-3-Ethyl-1-methylimidazoline-2,4-dione FC(C=1C=C(C=C(C1)C(F)(F)F)C1=NN(C=N1)\C=C/1\C(N(C(N1C)=O)CC)=O)(F)F